OC1=C(C(=O)C2=CC=C(C=C2)O)C=CC(=C1O)O 2,3,4,4'-tetrahydroxy-benzophenone